ClC1=C(C=C(C=C1)N(C(=O)C1N(NC(C1)=O)C1=NC(=CC(=N1)C)C(F)(F)F)C)C N-(4-chloro-3-methylphenyl)-N-methyl-2-(4-methyl-6-(trifluoromethyl)pyrimidin-2-yl)-5-oxopyrazolidine-3-carboxamide